C1(CCCC1)NC(CN1C(CCCC1)C=O)=O N-CYCLOPENTYL-2-(2-FORMYLPIPERIDIN-1-YL)ACETAMIDE